6-[(2-furylmethyl)amino]-N-[7-methoxy-8-(3-morpholin-4-ylpropoxy)-2,3-dihydroimidazo[1,2-c]quinazolin-5-yl]nicotinamide O1C(=CC=C1)CNC1=NC=C(C(=O)NC2=NC=3C(=C(C=CC3C=3N2CCN3)OCCCN3CCOCC3)OC)C=C1